CC=1SC2=C(N1)C(=CC=C2OC2=NC=C(C=C2)C(F)(F)F)CN (2-methyl-7-[{5-(trifluoromethyl)pyridin-2-yl}oxy]benzo[d]thiazol-4-yl)methylamine